2-(4-((1H-imidazol-1-yl)methyl)-2-bromophenyl)acetic acid N1(C=NC=C1)CC1=CC(=C(C=C1)CC(=O)O)Br